NC1=C(C(=O)OCC[Si](C)(C)C)C=C(C=C1C)CNC(=O)OC(C)(C)C 2-(trimethylsilyl)ethyl 2-amino-5-(((tert-butoxycarbonyl)amino)methyl)-3-methylbenzoate